ethyl (2S,4R)-1-[(2S)-2-amino-3,3-dimethyl-butanoyl]-4-hydroxy-pyrrolidine-2-carboxylate N[C@H](C(=O)N1[C@@H](C[C@H](C1)O)C(=O)OCC)C(C)(C)C